O[C@H]1C[C@H]2C[C@@H]([C@H]3[C@@H]4CC[C@H]([C@@H](CCC(=O)[O-])C)[C@]4(CC[C@@H]3[C@]2(CC1)C)C)NS(=O)(=O)C1=CC=CC=C1 3a-hydroxy-7b-(benzenesulfonamido)-5b-cholanoate